7-(tert-butyl)-3-(4-fluorophenyl)-1H-indole-2-carboxylic acid C(C)(C)(C)C=1C=CC=C2C(=C(NC12)C(=O)O)C1=CC=C(C=C1)F